COC1=CC=C(C2=C1NC(=N2)[NH-])C2CCOCC2 [7-methoxy-4-(tetrahydro-pyran-4-yl)-1H-benzoimidazol-2-yl]-amid